[4-(trifluoromethyl)phenyl]boranediol FC(C1=CC=C(C=C1)B(O)O)(F)F